FC(CN1N=NC(=C1)C(=O)NCC1=NC(=CC=C1)OC)CCC=1SC(=NN1)NC(CC1=C(C=CC(=C1)OC(F)(F)F)F)=O 1-(2-fluoro-4-(5-(2-(2-fluoro-5-(trifluoromethoxy)phenyl)acetamido)-1,3,4-thiadiazol-2-yl)butyl)-N-((6-methoxypyridin-2-yl)methyl)-1H-1,2,3-triazole-4-carboxamide